6-(2-(bromomethyl)phenoxy)hexanoic acid ethyl ester C(C)OC(CCCCCOC1=C(C=CC=C1)CBr)=O